Hexahydro-4,7-methanoinden C1CCC2C3CCC(=C12)C3